4-(((trifluoromethyl)sulfonyl)oxy)-2H-thiochromene-7-carboxylic acid methyl ester COC(=O)C1=CC=C2C(=CCSC2=C1)OS(=O)(=O)C(F)(F)F